C(C)(C)(C)N1C(=NC2=C1C(=CC(=C2)F)F)NC(CC2C(C(C2)(F)F)(F)F)=O N-(1-(tert-butyl)-5,7-difluoro-1H-benzo[d]imidazol-2-yl)-2-(2,2,3,3-tetrafluorocyclobutyl)acetamide